NC1=CSC2=C1NC=C2C#N 3-amino-4H-thieno[3,2-b]pyrrole-6-carbonitrile